Trans-2-(2-(2-benzyl-4-phenylbutylamino)acetylamino)cyclohexane-1-carboxylic acid ethyl ester C(C)OC(=O)[C@H]1[C@@H](CCCC1)NC(CNCC(CCC1=CC=CC=C1)CC1=CC=CC=C1)=O